COC1=C(C=CC=C1)C1CCC(CC1)=O 4-(2-methoxyphenyl)cyclohexanone